CC=1C=CC(=NC1C)OC1CCC2(CN(C2)C(=O)C2CC(C2)(C)O)CC1 (7-((5,6-Dimethylpyridin-2-yl)oxy)-2-azaspiro[3.5]nonan-2-yl)((1s,3s)-3-hydroxy-3-methylcyclobutyl)methanone